(4-(piperazin-1-yl)phenyl)-3-(quinolin-4-yl)imidazo[1,2-b]pyridazine-6-carbonitrile N1(CCNCC1)C1=CC=C(C=C1)C=1N=C2N(N=C(C=C2)C#N)C1C1=CC=NC2=CC=CC=C12